2,4-bis(1',1'-dimethylpropyl)phenol CC(CC)(C)C1=C(C=CC(=C1)C(CC)(C)C)O